N-(2-(4-ethyl-4-hydroxypiperidin-1-yl)-5-(trifluoromethyl)phenyl)-5-(tetrahydro-2H-pyran-4-yl)furan-2-carboxamide C(C)C1(CCN(CC1)C1=C(C=C(C=C1)C(F)(F)F)NC(=O)C=1OC(=CC1)C1CCOCC1)O